(R)-9-methyl-N-(5-methyl-2-sulfamoylphenyl)-6-oxo-6,7,8,9-tetrahydropyrido[3',2':4,5]pyrrolo[1,2-a]pyrazine-2-carboxamide C[C@@H]1CNC(C=2N1C1=C(C2)C=CC(=N1)C(=O)NC1=C(C=CC(=C1)C)S(N)(=O)=O)=O